Cl.COC(CC1NCC(N(C1)CC1=CC=C(C=C1)OC)CC#N)=O 2-(5-(cyanomethyl)-4-(4-methoxybenzyl)piperazin-2-yl)acetic acid methyl ester hydrochloride